ClC(CCCCC(=O)[O-])=CCCl 6,8-dichloro-6-octenoate